NC(C[C@H]1C=2N(C3=C(C(=N1)C1=CC=C(C=C1)C1=CC(=CC=C1)NC(=O)C=1C=NN4C1N=CC=C4)C(=C(S3)C)C)C(=NN2)C)=O (S)-N-(4'-(6-(2-amino-2-oxoethyl)-2,3,9-trimethyl-6H-thieno[3,2-f][1,2,4]triazolo[4,3-a][1,4]diazepin-4-yl)-[1,1'-biphenyl]-3-yl)pyrazolo[1,5-a]pyrimidine-3-carboxamide